4-{[3-(8-{[(3S,4R)-3-fluoro-1-methylpiperidin-4-yl]amino}-3-[(trifluoromethyl)sulfanyl]indolizin-2-yl)prop-2-yn-1-yl]amino}-3-(fluoromethoxy)-N-methylbenzamide F[C@H]1CN(CC[C@H]1NC1=CC=CN2C(=C(C=C12)C#CCNC1=C(C=C(C(=O)NC)C=C1)OCF)SC(F)(F)F)C